OC1(CCCCC1)CC(C(=O)OCC)C1=CC=CC=C1 ethyl 3-(1-hydroxycyclohexyl)-2-phenylpropionate